C1(=CC=CC2=CC=CC=C12)C1=C(C=CC=C1)B(O)O 2-(1-naphthyl)phenylboronic acid